C(C)C(C(=O)O)C(CC(=O)O)CC 2,3-diethyl-glutaric acid